acrylic acid (2-isocyanatoethyl) ester N(=C=O)CCOC(C=C)=O